CS(=O)(=O)CCN1CCC(CC1)C=1C=C(C(=O)N[C@H](C)C2=CC=CC3=CC=CC=C23)C=CC1 3-[1-(2-Methylsulfonylethyl)-4-piperidyl]-N-[(1R)-1-(1-naphthyl)ethyl]benzamide